FC1=CC=C(C=C1)C1(CC1)OCC(=O)N1CC2CCC(C1)N2C2=NC=C(C#N)C=C2 6-(3-(2-(1-(4-fluorophenyl)cyclopropoxy)acetyl)-3,8-diazabicyclo[3.2.1]octan-8-yl)nicotinonitrile